NC1=NN=C(C(N1)=O)C[NH-] N-((3-amino-5-oxo-4,5-dihydro-1,2,4-triazin-6-yl)methyl)amide